N-acetyl-L-aspartyl-L-aspartyl-L-glutamate C(C)(=O)N[C@@H](CC(=O)O)C(=O)N[C@@H](CC(=O)O)C(=O)N[C@@H](CCC(=O)[O-])C(=O)[O-]